N-(2-(2-aminoethoxy)ethyl)-4-((3-(2,3-difluoro-4-methoxy-phenyl)imidazo[1,2-a]pyrazin-8-yl)amino)-3-fluoro-2-methyl-benzamide dihydrochloride Cl.Cl.NCCOCCNC(C1=C(C(=C(C=C1)NC=1C=2N(C=CN1)C(=CN2)C2=C(C(=C(C=C2)OC)F)F)F)C)=O